ClC(C(O)(OCC)C)Cl 2-(dichloromethyl)-2-methyl-1,3-dioxapentane